allyl (5-amino-2-(((tert-butyldiphenylsilyl)oxy)methyl)benzyl)(methyl)carbamate NC=1C=CC(=C(CN(C(OCC=C)=O)C)C1)CO[Si](C1=CC=CC=C1)(C1=CC=CC=C1)C(C)(C)C